diethyl 2-(2-nitro-4-(trifluoromethoxy)phenyl)malonate [N+](=O)([O-])C1=C(C=CC(=C1)OC(F)(F)F)C(C(=O)OCC)C(=O)OCC